tert-butyl ((1r,3r)-3-(4-(4-((3-carbamoyl-6-(3-(3-methyl-2-oxoimidazolidin-1-yl)piperidin-1-yl)pyrazin-2-yl)amino)phenyl)-4-methylpiperidin-1-yl)cyclobutyl)carbamate C(N)(=O)C=1C(=NC(=CN1)N1C[C@@H](CCC1)N1C(N(CC1)C)=O)NC1=CC=C(C=C1)C1(CCN(CC1)C1CC(C1)NC(OC(C)(C)C)=O)C